(S)-N-(5-(2-amino-[1,2,4]triazolo[1,5-a]pyridin-6-yl)-2-cyclopropylphenyl)-3-phenylisoxazolidine NC1=NN2C(C=CC(=C2)C=2C=CC(=C(C2)N2OCC[C@H]2C2=CC=CC=C2)C2CC2)=N1